C12COCC(CC1)N2C=2C1=C(N=CN2)NC(=C1)C1=CC=C(NC(C(F)(F)F)C2CCNCC2)C=C1 4-(4-(3-oxa-8-azabicyclo[3.2.1]octan-8-yl)-7H-pyrrolo[2,3-d]pyrimidin-6-yl)-N-(2,2,2-trifluoro-1-(piperidin-4-yl)ethyl)aniline